Butylbenzisothiazolinon C(CCC)C1=NS(C2=C1C=CC=C2)=O